Cl.ClC1=C(C(CNC(C)(C)C)O)C=CC=C1 o-chloro-alpha-(tert-butylaminomethyl)-benzylalcohol hydrochloride